1-Ethyl-7-[[(1S)-1-[4-[(1R/S)-1-piperazin-1-ylpropyl]phenyl]ethyl]amino]-4H-pyrimido[4,5-d][1,3]oxazin-2-one C(C)N1C(OCC2=C1N=C(N=C2)N[C@@H](C)C2=CC=C(C=C2)[C@@H](CC)N2CCNCC2)=O |&1:21|